ClC1=C2C(=NC(=N1)CCCC=C)N(N=C2)C2=NC=C(C=C2F)F 4-chloro-1-(3,5-difluoro-2-pyridyl)-6-pent-4-enyl-pyrazolo[3,4-d]pyrimidine